tert-butyl (2S,4S)-2-(cyanomethyl)-4-((2-(3-(dimethylamino)azetidin-1-yl)-8-methoxy-3-nitro-1,7-naphthyridin-4-yl)amino)piperidine-1-carboxylate C(#N)C[C@H]1N(CC[C@@H](C1)NC1=C(C(=NC2=C(N=CC=C12)OC)N1CC(C1)N(C)C)[N+](=O)[O-])C(=O)OC(C)(C)C